(S)-2-((4-(3-((5-cyanopyridin-2-yl)methoxy)phenyl)piperazin-1-yl)methyl)-1-(oxetan-2-ylmethyl)-1H-benzo[d]imidazole-6-carboxylic acid C(#N)C=1C=CC(=NC1)COC=1C=C(C=CC1)N1CCN(CC1)CC1=NC2=C(N1C[C@H]1OCC1)C=C(C=C2)C(=O)O